triazene platinum [Pt].N=NN